Cl[Si](C(C(C(C(C(C(C(C(F)(F)F)(F)F)(F)F)(F)F)(F)F)(F)F)(F)F)(F)F)(Cl)Cl trichloro(perfluorooctyl)silane